ClC1=CN=C(N=N1)N1CCC2([C@@H]([C@@H](OC2)C)N)CC1 (3S,4S)-8-(6-chloro-1,2,4-triazin-3-yl)-3-methyl-2-oxa-8-azaspiro[4.5]decan-4-amine